4-(8-(4-(4-((1-(2-(2,6-dioxopiperidin-3-yl)-1,3-dioxoisoindolin-5-yl)piperidin-4-yl)methyl)piperazine-1-carbonyl)phenyl)-2,8-diazaspiro[4.5]decan-2-yl)-2-(trifluoromethyl)benzonitrile O=C1NC(CCC1N1C(C2=CC=C(C=C2C1=O)N1CCC(CC1)CN1CCN(CC1)C(=O)C1=CC=C(C=C1)N1CCC2(CCN(C2)C2=CC(=C(C#N)C=C2)C(F)(F)F)CC1)=O)=O